N-(2,2-dimethyl-2,3-dihydrobenzofuran-6-yl)acetamide CC1(OC2=C(C1)C=CC(=C2)NC(C)=O)C